Acetic acid (6S,9S)-6-benzyl-1-(3-chlorophenyl)-1,1-difluoro-4,7,11-trioxo-9-(((S)-2-oxopyrrolidin-3-yl) methyl)-2-phenyl-3-oxa-5,8,12-triazatetradec-10-yl ester C(C1=CC=CC=C1)[C@H](NC(OC(C(F)(F)C1=CC(=CC=C1)Cl)C1=CC=CC=C1)=O)C(N[C@H](C(C(NCC)=O)OC(C)=O)C[C@H]1C(NCC1)=O)=O